O=C1NC(CCC1N1CC2=NC(=CC=C2C1=O)N1CCC(CC1)C=O)=O 1-(6-(2,6-dioxopiperidin-3-yl)-5-oxo-6,7-dihydro-5H-pyrrolo[3,4-b]pyridin-2-yl)piperidine-4-carbaldehyde